2,5-dimethoxy-3,4,6-trimethylbenzaldehyde COC1=C(C=O)C(=C(C(=C1C)C)OC)C